(2S,4R)-1-[(2S)-3,3-dimethyl-2-[[2-(4-piperidylmethoxy)acetyl]amino]butanoyl]-4-hydroxy-N-[(1S)-1-[4-(4-methylthiazol-5-yl)phenyl]ethyl]pyrrolidine-2-carboxamide CC([C@@H](C(=O)N1[C@@H](C[C@H](C1)O)C(=O)N[C@@H](C)C1=CC=C(C=C1)C1=C(N=CS1)C)NC(COCC1CCNCC1)=O)(C)C